FC1=C2C=CNC2=CC(=C1OC=1C=CC(=C(C1)C=1NC(=CN1)C(C)(C)C=1C=C(C=CC1)CCC(=O)O)F)F 3-(3-(2-(2-(5-((4,6-difluoro-1H-indol-5-yl)oxy)-2-fluorophenyl)-1H-imidazol-5-yl)propan-2-yl)phenyl)propanoic acid